10-Chloro-9-(4-methylpiperazin-1-yl)pyrido[2,3-b]phenazin-5,12-dion ClC=1C(=CC=C2N=C3C(C4=C(C(C3=NC12)=O)N=CC=C4)=O)N4CCN(CC4)C